BrC1=CC2=C(NC(C(CC2)NC)=O)N=C1 3-Bromo-7-(methylamino)-5,6,7,9-tetrahydropyrido[2,3-b]azepin-8-one